C(C1=CC=CC=C1)OC1=C(C=C(C=C1)C1=NC(=CC(=N1)C1=CC=CC=C1)C1=CC=CC=C1)C=1OC2=C(N1)C=CC=C2 2-(2-benzyloxy-5-(4,6-diphenylpyrimidin-2-yl)phenyl)benzoxazole